BrC=1C=C2C=CC(=NC2=CC1)C=1C2=C(C(N(C1)C)=O)N(C=C2)S(=O)(=O)C2=CC=C(C)C=C2 4-(6-bromoquinolin-2-yl)-6-methyl-1-tosyl-1H-pyrrolo[2,3-c]pyridin-7(6H)-one